N1=C(N=CN=C1)P(C=1C=CC=C2C=CC=NC12)=O 1,3,5-triazin-2-yl-(quinolin-8-yl)phosphine oxide